B([O-])([O-])[O-].FC1=C(C2=C(C(=C(C(=C2C(=C1F)F)F)F)F)O)O.FC1=C(C2=C(C(=C(C(=C2C(=C1F)F)F)F)F)O)O.[Li+].[Li+].[Li+] lithium bis(2,3,4,5,6,7-hexafluoronaphthalene-1,8-diol) borate